4-aminobicyclo[2.1.1]Hexane-1-carbonitrile HCl salt Cl.NC12CCC(C1)(C2)C#N